1-(4-chlorophenyl)vinylboronic acid pinacol ester ClC1=CC=C(C=C1)C(=C)B1OC(C)(C)C(C)(C)O1